N-(3-bromo-2-chloro-phenyl)-3-fluoro-4-formyl-5-methoxy-benzamide BrC=1C(=C(C=CC1)NC(C1=CC(=C(C(=C1)OC)C=O)F)=O)Cl